1H-indazole-1-carboxylic acid 2,2-dimethylpropyl ester hydrochloride Cl.CC(COC(=O)N1N=CC2=CC=CC=C12)(C)C